N-[3-bromo-2-chloro-6-(trifluoromethoxy)phenyl]acetamide BrC=1C(=C(C(=CC1)OC(F)(F)F)NC(C)=O)Cl